2-fluoro-5-(((2S,3R)-3-hydroxybut-2-yl)oxy)-3-(5-methylthiazol-2-yl)benzoic acid FC1=C(C(=O)O)C=C(C=C1C=1SC(=CN1)C)O[C@@H](C)[C@@H](C)O